NC1=CC=2C(C3=CC=CC=C3OC2C=C1C(C)(C)O)(C)C 2-(2-amino-9,9-dimethyl-9H-xanthen-3-yl)propan-2-ol